NC1=CC=C(OC=2C(=C(C=C(C2)C(C)(C)C)OC2=CC=C(C=C2)N)C(C)(C)C)C=C1 bis(4-aminophenoxy)-2,5-di-tert-butylbenzene